CC([O-])C.[Ti+5].CC([O-])C.CC([O-])C.CC([O-])C.CC([O-])C titanium(V) isopropoxide